C(C)(C)OC(=O)C=1C(=C(N2C=C(C=C2C1)C1=CN=CS1)C(=C)N1CCOCC1)C 6-methyl-5-(1-morpholinovinyl)-2-(thiazol-5-yl)indolizine-7-carboxylic acid isopropyl ester